CC=1C(=C2C(=NC1)NC=C2)C2=C(C(=NC1=CC=CC=C21)N2CC1(CN(C1)C(C=C)=O)CC2)C#N 4-(5-methyl-1H-pyrrolo[2,3-b]pyridin-4-yl)-2-(2-(2-propenoyl)-2,6-diazaspiro[3.4]octan-6-yl)-3-quinolinecarbonitrile